(2S)-2-amino-5-(2-amino-1H-imidazol-1-yl)-N-[(1S)-1-(methylcarbamoyl)-2-(oxan-4-yl)ethyl]pentanamide N[C@H](C(=O)N[C@@H](CC1CCOCC1)C(NC)=O)CCCN1C(=NC=C1)N